tert-butyl 3-(7-bromo-2-chloro-5,8-difluoro-6-hydroxyquinazolin-4-yl)-3,8-diazabicyclo[3.2.1]octane-8-carboxylate BrC1=C(C(=C2C(=NC(=NC2=C1F)Cl)N1CC2CCC(C1)N2C(=O)OC(C)(C)C)F)O